methyl 4'-cyclopropyl-4-[({4-[1-cyclopropyl-4-(trifluoromethyl)imidazol-2-yl]phenyl}methyl)amino]-6'-methoxy-6-methyl-[2,5'-bipyrimidine]-5-carboxylate C1(CC1)C1=NC=NC(=C1C1=NC(=C(C(=N1)NCC1=CC=C(C=C1)C=1N(C=C(N1)C(F)(F)F)C1CC1)C(=O)OC)C)OC